O1C=NC2=C1C=CC=C2NC2=NC=C(C(=C2)C=2C=C1N(CCN(C1=O)CC1=C(C=CC(=C1)F)CO)C2)C 7-(2-(benzo[d]oxazol-4-ylamino)-5-methylpyridin-4-yl)-2-(5-fluoro-2-(hydroxymethyl)benzyl)-3,4-dihydropyrrolo[1,2-a]pyrazin-1(2H)-one